5-cyano-3,4-dimethyl-N-(3-(2-(trifluoromethyl)cyclopropyl)-1H-indazol-5-yl)picolinamide C(#N)C=1C(=C(C(=NC1)C(=O)NC=1C=C2C(=NNC2=CC1)C1C(C1)C(F)(F)F)C)C